ClC1=C(C=2N=C(N=C(C2C=N1)N1CCOCC(C1)NC(OC(C)(C)C)=O)OCC1(CC1)CN1CCOCC1)F tertbutyl N-[4-(7-chloro-8-fluoro-2-{[1-(morpholin-4-ylmethyl)cyclopropyl]methoxy}pyrido[4,3-d]pyrimidin-4-yl)-1,4-oxazepan-6-yl]carbamate